4-Methyl-5-phenylnicotinate CC1=C(C=NC=C1C(=O)[O-])C1=CC=CC=C1